C(C)(C)(C)[Si](OCC1=COC=C1[Sn](CCCC)(CCCC)CCCC)(C)C tert-butyl(dimethyl)[[4-(tributylstannyl)-3-furyl]methoxy]silane